(2S,6R)-2,6-dimethyl-4-(((trifluoromethyl)sulfonyl)oxy)-3,6-dihydropyridine-1(2H)-carboxylic acid tert-butyl ester C(C)(C)(C)OC(=O)N1[C@H](CC(=C[C@H]1C)OS(=O)(=O)C(F)(F)F)C